(7-fluoro-1-benzothiophen-3-yl)-5,5-dimethyl-1,3,2-dioxaborinane FC1=CC=CC=2C(=CSC21)B2OCC(CO2)(C)C